1,2-dimethyl 4-(2-[3-[(methylcarbamoyl)methoxy]-6-nitro-2-oxoquinolin-1-yl]ethoxy)phthalate CNC(=O)COC=1C(N(C2=CC=C(C=C2C1)[N+](=O)[O-])CCOC=1C=C(C(C(=O)OC)=CC1)C(=O)OC)=O